C(=O)O.NC1=NN=C(C2=CC(=CC=C12)C=1C(=CC(=C(C1)B(O)O)C)OC)C [5-(1-amino-4-methylphthalazin-6-yl)-4-methoxy-2-methylphenyl]boronic acid formate salt